FC(C1=CC=C(C=C1)N1C[C@H]2N(C=3C=CC=CC13)CC[C@H](C2)C(=O)N)(F)F (6aS,8R)-5-(4-(trifluoromethyl)phenyl)-6,6a,7,8,9,10-hexahydro-5H-pyrido[1,2-a]quinoxaline-8-carboxamide